2-[2,6-bis(propan-2-yl)-4-[4-(pyrrolidin-1-yl)phenyl]phenyl]-N-{4-[(dimethylamino)methyl]benzene-sulfonyl}acetamide CC(C)C1=C(C(=CC(=C1)C1=CC=C(C=C1)N1CCCC1)C(C)C)CC(=O)NS(=O)(=O)C1=CC=C(C=C1)CN(C)C